(Z)-2-((5-(4-Hydroxy-3-(4-methylpiperazine-1-carbonyl)phenyl)furan-2-yl)methylene)benzo[b]thiophen-3(2H)-one OC1=C(C=C(C=C1)C1=CC=C(O1)\C=C/1\C(C2=C(S1)C=CC=C2)=O)C(=O)N2CCN(CC2)C